CC1(N(C(N(C1=O)C1=CC=C(C=C1)C(C#N)(C)C)=O)CC1=CC(=NC=C1)NC1CCOCC1)C 2-(4-(4,4-dimethyl-2,5-dioxo-3-((2-((tetrahydro-2H-pyran-4-yl)amino)pyridin-4-yl)methyl)imidazolidin-1-yl)phenyl)-2-methylpropanenitrile